C(CCCCCCCCCCCC)[Si](OCC)(OCC)C n-tridecylmethyl-diethoxysilane